CN1N=CC2=C1C=1C(=NC(=CC1)C=1C(=CC(=NC1)NC(C)=O)NC1=NC(=CC(=C1)C)S(=O)(=O)C)OC2 N-(5-(1-methyl-1,4-dihydropyrazolo[3',4':4,5]pyrano[2,3-b]pyridin-7-yl)-4-((4-methyl-6-(methylsulfonyl)pyridin-2-yl)amino)pyridin-2-yl)acetamide